(S)-5,6-dichloro-1'-(3-hydroxy-3-methylbutanoyl)spiro[indoline-3,3'-pyrrolidin]-2-one ClC=1C=C2C(=CC1Cl)NC([C@]21CN(CC1)C(CC(C)(C)O)=O)=O